4-(tert-Butyl-dimethyl-silanyloxymethyl)-6-{[2-(3H-imidazol-4-yl)-ethylamino]-methyl}-pyridine-2-carboxylic acid [2-(3H-imidazol-4-yl)-ethyl]-amide N1=CNC(=C1)CCNC(=O)C1=NC(=CC(=C1)C(O[SiH2]C(C)(C)C)(C)C)CNCCC=1NC=NC1